C(C)N(C1=CC=C(C=C1)N)CCO N-ethyl-N-(beta-hydroxyethyl)-p-phenylenediamine